1-amino-7-naphthalenesulfonic acid NC1=CC=CC2=CC=C(C=C12)S(=O)(=O)O